CC1=C(C=2C(=CN=CC2)N1)C=O 2-METHYL-1H-PYRROLO[2,3-C]PYRIDINE-3-CARBALDEHYDE